COC=1C=C(C(=O)N2C=CC=3C2=CN=CC3C3=CC=C(C#N)C=C3)C=CC1 4-(1-(3-methoxybenzoyl)-1H-pyrrolo[2,3-c]pyridin-4-yl)benzonitrile